10-(4-Fluorophenyl)-11-(2-methoxy-1,1-dimethyl-ethyl)-2,4,5,10-tetraazatricyclo[7.3.0.03,7]dodecane FC1=CC=C(C=C1)N1C2CC3CNNC3NC2CC1C(COC)(C)C